4-(trifluoromethyl)-1H-imidazole-2-carboxamide FC(C=1N=C(NC1)C(=O)N)(F)F